O.Cl.ClC1=C(C=CC(=C1)OC1=CC=NC2=CC(=C(C=C12)OC)OC)NC(=O)NC1=NOC(=C1)C N-[2-chloro-4-(6,7-dimethoxyquinolin-4-yloxy)phenyl]-N'-(5-methylisoxazol-3-yl)urea hydrochloride hydrate